O1C(=CC=C1)C(=O)OCN1C(CCC2=CC=C(C=C12)CCN1CCN(CC1)C1=CC(=CC=2SC=CC21)F)=O (7-(2-(4-(6-fluorobenzo[b]thiophen-4-yl)piperazin-1-yl)ethyl)-2-oxo-3,4-dihydroquinolin-1(2H)-yl)methyl furan-2-carboxylate